C(CCC)C=1C=CC(=NC1)C(=O)NC1=CC=C(C=C1)[N+](=O)[O-] 5-butyl-N-(4-nitrophenyl)picolinamide